ClC=1C=C2C=C(NC2=C(C1)Cl)C(=O)N 5,7-dichloro-1H-indole-2-carboxamide